3,6-dibromo-2-chloropyridine BrC=1C(=NC(=CC1)Br)Cl